4-(2,4-difluorophenoxy)-N-[3-(methylsulfonimidoyl)phenyl]-6-(trifluoromethyl)-pyridine-3-carboxamide FC1=C(OC2=C(C=NC(=C2)C(F)(F)F)C(=O)NC2=CC(=CC=C2)S(=O)(=N)C)C=CC(=C1)F